methylsulfamoylglycoyl-6-(2,5-dioxo-2,5-dihydro-1H-pyrrol-1-yl)-L-norleucine tert-butyl ester C(C)(C)(C)OC([C@@H](NC(CNS(NC)(=O)=O)=O)CCCCN1C(C=CC1=O)=O)=O